S1C=NC(=C1)C(=O)N1CC2=C(CC1)SC(=C2)C2=NOC(=N2)C(F)(F)F thiazol-4-yl(2-(5-(trifluoromethyl)-1,2,4-oxadiazol-3-yl)-6,7-dihydrothieno[3,2-c]pyridin-5(4H)-yl)methanone